CC1=CC=CC(=N1)C=1C(=C2N(N1)CCC2)C2=CC=NC1=CC=C(C=C21)C(=O)N 4-[2-(6-methylpyridin-2-yl)-5,6-dihydro-4H-pyrrolo[1,2-b]pyrazole-3-yl]quinoline-6-carboxamide